ClC=1C=CC=C2C=CC=C(C12)C1=C(C=2N=C(N=C(C2C=N1)N1C[C@@H](N(CC1)C(=O)OC(C)(C)C)CC#N)S(=O)(=O)C)F tert-butyl (S)-4-(7-(8-chloronaphthalen-1-yl)-8-fluoro-2-(methylsulfonyl)pyrido[4,3-d]pyrimidin-4-yl)-2-(cyanomethyl)piperazine-1-carboxylate